(±)-N-(3-Bromo-2-fluorophenyl)-7-[(pyrrolidin-1-yl)methyl]-7,8-dihydro[1,4]dioxino[2,3-g]quinazolin-4-amine BrC=1C(=C(C=CC1)NC1=NC=NC2=CC3=C(C=C12)O[C@@H](CO3)CN3CCCC3)F |r|